N1=CC(=CC=C1)C=N[C@@H](CCCN\C(\N)=N\[H])C(=O)O (E)-N2-[(pyridin-3-yl)methylidene]-L-arginine